1,2-diphenyl-3-(p-toluenesulfonyl)propan-1-one tert-butyl-6-bromo-3,4-dihydro-1H-isoquinoline-2-carboxylate C(C)(C)(C)OC(=O)N1CC2=CC=C(C=C2CC1)Br.C1(=CC=CC=C1)C(C(CS(=O)(=O)C1=CC=C(C)C=C1)C1=CC=CC=C1)=O